(R)-1-benzyl-3-isobutylpiperazine-2,5-dione C(C1=CC=CC=C1)N1C([C@H](NC(C1)=O)CC(C)C)=O